5-(4,5-Dichloro-2-(3,4-difluoro-2-(deuteromethoxy)phenoxy)benzamido)pyrimidine 1-oxide ClC1=CC(=C(C(=O)NC=2C=NC=[N+](C2)[O-])C=C1Cl)OC1=C(C(=C(C=C1)F)F)OC[2H]